Methyl 6-formylpyridine-2-carboxylate C(=O)C1=CC=CC(=N1)C(=O)OC